C[N+]1=CC(=CC=C1)CCO 1-methyl-3-(2-hydroxyethyl)pyridinium